C(C)(C)(C)[Si](OC(C)(C)C=1C=CC=2N(C1)C=CN2)(C)C 6-[1-(tert-butyl-dimethyl-silanyloxy)-1-methyl-ethyl]-imidazo[1,2-a]pyridine